C(C)N1C2(C3=C(C1=O)C=C(S3)C3=NC(=NC=C3F)NC3=NC=C(C=C3)N3CC1(C3)CN(C1)CC)CCCC2 5'-Ethyl-2'-(2-((5-(6-ethyl-2,6-diazaspiro[3.3]heptan-2-yl)pyridin-2-yl)amino)-5-fluoro-pyrimidin-4-yl)spiro[cyclopentane-1,6'-thieno[2,3-c]pyrrol]-4'(5'H)-one